6-allyl-7-(1-ethylformyl-2-hydroxy-1-propenyl)-1-p-methylbenzenesulfonyl-2,3,4,5-tetrahydro-1H-azepine C(C=C)C=1CCCCN(C1C(=C(C)O)C(=O)CC)S(=O)(=O)C1=CC=C(C=C1)C